C12(CC3CC(CC(C1)C3)C2)P(CCCC)C23CC1CC(CC(C2)C1)C3 (Di(1-adamantyl))-butylphosphine